COC1=CC=C(C=C1)C=1N=NN(C1)C1=CC=CC2=CC=CC=C12 4-(4-(4-methoxyphenyl)-1H-1,2,3-triazol-1-yl)naphthalene